C(C)(C)(C)OC(=O)N1C(=C(C2=NC=C(C=C21)F)Br)C 3-bromo-6-fluoro-2-methyl-1H-pyrrolo[3,2-b]Pyridine-1-carboxylic acid tert-butyl ester